tert-butyl-N-[1-[(4,5-dichloro-2-hydroxyphenyl)methyl]-4-(hydroxymethyl) piperidin-4-yl]carbamate C(C)(C)(C)OC(NC1(CCN(CC1)CC1=C(C=C(C(=C1)Cl)Cl)O)CO)=O